4-chloro-6-(3,3-difluoroazetidin-1-yl)-3-fluorobenzene-1-carbonitrile ClC1=C(C=C(C(=C1)N1CC(C1)(F)F)C#N)F